(R)-(2-(aminomethyl)-5,5-difluoropiperidin-1-yl)(5-methyl-2-((4-(trifluoromethoxy)pyridin-2-yl)amino)pyridin-4-yl)methanone NC[C@@H]1N(CC(CC1)(F)F)C(=O)C1=CC(=NC=C1C)NC1=NC=CC(=C1)OC(F)(F)F